FC=1C=CC(=C(C1)[C@@H](C=1N(C=2C(=C3CC[C@@H](N(C3=CC2)C(=O)OC)C)N1)[C@H]1C[C@@H](CCC1)C(=O)O)O)OC (1R,3R)-3-[(7S)-2-[(S)-(5-fluoro-2-methoxyphenyl)(hydroxy)methyl]-6-(methoxycarbonyl)-7-methyl-3H,6H,7H,8H,9H-imidazo[4,5-f]quinolin-3-yl]cyclohexane-1-carboxylic acid